(1-fluorocyclobutyl)methanol FC1(CCC1)CO